(3R,5'S)-5-bromo-2-oxospiro[indoline-3,3'-pyrrole] BrC=1C=C2C(=CC1)NC([C@@]21C=NC=C1)=O